methyl 6-(trifluoromethyl)pyridazin-3-carboxylate FC(C1=CC=C(N=N1)C(=O)OC)(F)F